ClC1=CC=C(C=C1)C1=CC(=NC(=N1)C=1C=NC=CC1)N[C@H](CO)C (S)-2-((6-(4-chlorophenyl)-2-(pyridin-3-yl)pyrimidin-4-yl)amino)propan-1-ol